S(=O)(=O)(O)O.[N+](=O)([O-])C=1C=C(C(O)=CC1)O para-Nitrocatechol sulphate